FC1=C(OCC(=O)N[C@H]2CO[C@@H](CC2)C=2OC(=NN2)C2(CCC2)OC(F)(F)F)C=CC(=C1)F 2-(2,4-difluorophenoxy)-N-[(3R,6S)-6-[5-[3-cis-(trifluoromethoxy)cyclobutyl]-1,3,4-oxadiazol-2-yl]Tetrahydropyran-3-yl]Acetamide